C(C=C)C=1C=C(C(=O)NCC=2C(NC(=CC2C)C)=O)C=C(C1OC)OC 3-allyl-N-((4,6-dimethyl-2-oxo-1,2-dihydropyridin-3-yl)methyl)-4,5-dimethoxybenzamide